FC1=C(C(=O)N(C2CNCC2)C)C(=CC(=C1)C)OC 2-fluoro-6-methoxy-N,4-dimethyl-N-(pyrrolidin-3-yl)benzamide